FC(S(=O)(=O)OC1=NC(=C(C2=C1C=CS2)C2=C(C=C(C=C2OCCOC)F)F)C2=NN1C(CN([C@@H](C1)C)C(C=C)=O)=C2)(F)F [7-[2,4-difluoro-6-(2-methoxyethoxy)phenyl]-6-[(6R)-6-methyl-5-prop-2-enoyl-6,7-dihydro-4H-pyrazolo[1,5-a]pyrazin-2-yl]thieno[3,2-c]pyridin-4-yl] trifluoromethanesulfonate